C(C1=CC=CC=C1)(=O)OC(CCC)OC(C1=CC=CC=C1)=O 3-methyl-propanediol dibenzoate